4-fluoro-benzamido-L-phenylalanine FC1=CC=C(C(=O)NN[C@@H](CC2=CC=CC=C2)C(=O)O)C=C1